Cl.CN(C)C N,N-dimethylmethylamine hydrochloride